4-(2-chloroethyl)-7-[5-methyl-1-[4-(trifluoromethoxy)phenyl]pyrazol-3-yl]-4,7-diazaspiro[2.5]octane ClCCN1C2(CC2)CN(CC1)C1=NN(C(=C1)C)C1=CC=C(C=C1)OC(F)(F)F